2-Ethyl-5-methylpyrazine C(C)C1=NC=C(N=C1)C